cyclodecanedicarboxylic acid C1(CCCCCCCCC1)(C(=O)O)C(=O)O